3-(2-(5-(1-(3,5-difluorophenyl)ethoxy)-1H-indazol-3-yl)-4,6-dihydropyrrolo[3,4-d]imidazol-5(1H)-yl)-N,N-dimethyl-cyclohexan-1-amine FC=1C=C(C=C(C1)F)C(C)OC=1C=C2C(=NNC2=CC1)C1=NC2=C(N1)CN(C2)C2CC(CCC2)N(C)C